NC1=CN=C2N1C=C(C=C2)C=2C=C(C=CC2)[C@@H](C)N(C(=O)N[C@H](C(F)(F)F)CCC(F)(F)F)CC 1-((R)-1-(3-(3-aminoimidazo[1,2-a]pyridin-6-yl)phenyl)ethyl)-1-ethyl-3-((S)-1,1,1,5,5,5-hexafluoropentan-2-yl)urea